N1(CCCCCC1)CC(=O)NC=1C=C(C(=NC1)C)NC(=O)C=1C=NN2C1SC(=C2)Br N-(5-(2-(azepan-1-yl)acetamido)-2-methylpyridin-3-yl)-2-bromopyrazolo[5,1-b]thiazole-7-carboxamide